maleimidobutyryl-undecanoic acid C1(C=CC(N1CCCC(=O)C(C(=O)O)CCCCCCCCC)=O)=O